C1(CC1)S(=O)(=O)NC(C1=CC=C(C=C1)[C@H]1N(CCN(C1)CC(F)F)CC1=C2C=CNC2=C(C=C1OC)C)=O (R)-N-(cyclopropylsulfonyl)-4-(4-(2,2-difluoroethyl)-1-((5-methoxy-7-methyl-1H-indol-4-yl)methyl)piperazin-2-yl)benzamide